C(C1=CC=CC=C1)O[C@H]1C[C@@H](N(C1)C(=O)OC(C)(C)C)COC1=C(C(=C(C(=C1)C)F)O[C@@H](C(F)F)C)C(=O)OC tert-butyl (2R,4S)-4-(benzyloxy)-2-((3-(((R)-1,1-difluoropropan-2-yl)oxy)-4-fluoro-2-(Methoxycarbonyl)-5-methylphenoxy)methyl)pyrrolidine-1-carboxylate